(R)-tert-butyl 4-(1-(3-cyano-4-(2-methylbenzamido)phenylsulfonamido)ethyl)piperidine-1-carboxylate C(#N)C=1C=C(C=CC1NC(C1=C(C=CC=C1)C)=O)S(=O)(=O)N[C@H](C)C1CCN(CC1)C(=O)OC(C)(C)C